FC1(CCC(CC1)=O)F 4,4-diFluorocyclohexanone